ClC=1C=CC=2N(C1)C(=CN2)C2=NC=CC(=N2)N2C(C(NC(C2)C)C=2C=NNC2)C 6-chloro-3-[4-[2,5-dimethyl-3-(1H-pyrazol-4-yl)piperazin-1-yl]pyrimidin-2-yl]imidazo[1,2-a]pyridine